O=C1N(C=CC=2C=CC=NC12)C=1N=C(OC1C1=CC=C(C=C1)C(F)(F)F)C(=O)O 4-(8-oxo-7,8-dihydro-1,7-naphthyridin-7-yl)-5-[4-(trifluoromethyl)phenyl]-1,3-oxazole-2-carboxylic acid